(E)-ethyl 3-(2-(4-methoxy-1-((2-(trimethylsilyl)ethoxy)methyl)-1H-pyrrolo[2,3-b]pyridin-5-yl)vinyl)-4-methylbenzoate COC1=C2C(=NC=C1/C=C/C=1C=C(C(=O)OCC)C=CC1C)N(C=C2)COCC[Si](C)(C)C